octyl 3-(3,5-di-tert-butyl-4-methoxyphenyl)propanoate C(C)(C)(C)C=1C=C(C=C(C1OC)C(C)(C)C)CCC(=O)OCCCCCCCC